4-methyl-3-[4-methyl-1-(2-trimethylsilylethoxymethyl)imidazole-2-yl]aniline CC1=C(C=C(N)C=C1)C=1N(C=C(N1)C)COCC[Si](C)(C)C